CC1(CN([C@H]2CCCC[C@H]2N1)C1=C(C=O)C=C(C=C1)F)C (4aR,8aS)-3,3-dimethyloctahydroquinoxalin-1(2H)-yl-5-fluorobenzaldehyde